5-(3-(piperidin-1-yl)propyl)furan-2-carboxylic acid methyl ester COC(=O)C=1OC(=CC1)CCCN1CCCCC1